C(C)(C)(C)OC(=O)N1C[C@H](CC1)OC=1SC=C(N1)C(F)(F)F (S)-3-(4-(trifluoromethyl)thiazol-2-yloxy)pyrrolidine-1-carboxylic acid tert-butyl ester